tri[2,4-di-tertiary butylphenyl] phosphite P(OC1=C(C=C(C=C1)C(C)(C)C)C(C)(C)C)(OC1=C(C=C(C=C1)C(C)(C)C)C(C)(C)C)OC1=C(C=C(C=C1)C(C)(C)C)C(C)(C)C